1-benzyl 2-(tert-butyl) pyrazolidine-1,2-dicarboxylate N1(N(CCC1)C(=O)OC(C)(C)C)C(=O)OCC1=CC=CC=C1